(3E,6E)-2,4-diethyl-2,6-octadienal C(C)/C(/C=O)=C\C(C\C=C\C)CC